C(C)OCCOCCC(C(=O)O)=C 2-(ethoxy)ethoxyethyl-acrylic acid